OC(C)C1=CC=C(C(=O)N(C)C)C=C1 4-(1-hydroxyethyl)-N,N-dimethylbenzamide